5-amino-6-methyl-N-((5-phenylpyridin-2-yl)methyl)-N-(tetrahydro-2H-pyran-3-yl)-1H-pyrrolo[3,2-b]pyridine-2-carboxamide NC1=C(C=C2C(=N1)C=C(N2)C(=O)N(C2COCCC2)CC2=NC=C(C=C2)C2=CC=CC=C2)C